OC1=C(C(=O)OC)C(=CC(=C1)O)O methyl 2,4,6-trihydroxybenzoate